4-((1-(2-aminopyridin-3-yl)ethyl)(2-hydroxyethyl)amino)-6-chloro-2-(((2R,7aS)-2-fluorotetrahydro-1H-pyrrolizin-7a(5H)-yl)methoxy)pyrimidine-5-carboxylic acid NC1=NC=CC=C1C(C)N(C1=NC(=NC(=C1C(=O)O)Cl)OC[C@]12CCCN2C[C@@H](C1)F)CCO